(R)-6-(2-hydroxy-2-(3'-(trifluoromethyl)-[1,1'-biphenyl]-3-yl)acetyl)-2-(1-(4-isopropylthiophen-2-yl)cyclopropyl)-3,5,6,7,8,9-hexahydro-4H-pyrimido[5,4-c]azepin-4-one O[C@@H](C(=O)N1CC2=C(CCC1)N=C(NC2=O)C2(CC2)C=2SC=C(C2)C(C)C)C=2C=C(C=CC2)C2=CC(=CC=C2)C(F)(F)F